2-(tert-butyl) 5-methyl 6-hydroxy-2-azaspiro[3.4]octane-2,5-dicarboxylate OC1C(C2(CN(C2)C(=O)OC(C)(C)C)CC1)C(=O)OC